N-(2-Amino-4-((4-(trifluoromethyl)benzyl)amino)phenyl)cyclohexansulfonamid NC1=C(C=CC(=C1)NCC1=CC=C(C=C1)C(F)(F)F)NS(=O)(=O)C1CCCCC1